CC1=CC=C(C=C1)CN1C(CCC1=O)CC(=O)NCCC=1C=NC=CC1 2-[1-[(4-methylphenyl)methyl]-5-oxopyrrolidin-2-yl]-N-(2-pyridin-3-ylethyl)acetamid